4-(2-propenoyl-2,3,4,5-tetrahydro-1H-benzo[c]azepin-6-yl)-3,5-difluoro-2-methyl-1H-indole-7-carboxamide C(C=C)(=O)N1CC2=C(CCC1)C(=CC=C2)C2=C1C(=C(NC1=C(C=C2F)C(=O)N)C)F